FC1=CC=C(C=C1)C(C)N1N=CC(=C1)N1CC=CC=2C=NCCC12 1-(1-(1-(4-fluorophenyl)ethyl)-1H-pyrazol-4-yl)-7,8-dihydro-1,6-naphthyridine